3,8-didodecyloxy-5,6-dihydro-11,12-didehydrodibenzo[a,e]-[8]annulen C(CCCCCCCCCCC)OC=1C=CC2=C(CCC3=C(C#C2)C=CC(=C3)OCCCCCCCCCCCC)C1